(1S,3s)-3-(3-(2-(1-methyl-1H-pyrazol-4-yl)imidazo[1,2-b]pyridazin-8-yl)-3,8-diazabicyclo[3.2.1]octan-8-yl)cyclobutane-1-carbonitrile CN1N=CC(=C1)C=1N=C2N(N=CC=C2N2C[C@@H]3CCC(C2)N3C3CC(C3)C#N)C1